C1(CCCC1)NC1=NC(=NC=2S(CCNC21)(=O)=O)CCCCC N-cyclopentyl-8,8-dioxo-2-pentyl-6,7-dihydro-5H-pyrimido[4,5-b][1,4]thiazin-4-amine